C(=O)C1=C(C=C(C=C1)C(F)(F)F)N1C2CN(C(C1)C2)C(=O)OC(C)(C)C tert-butyl 5-(2-formyl-5-(trifluoromethyl) phenyl)-2,5-diazabicyclo[2.2.1]heptane-2-carboxylate